FC(S(=O)(=O)OC1=CC(=CC2=CC=CC=C12)OC)(F)F (3-methoxy-1-naphthyl) trifluoromethanesulfonate